ClC=1C(=C(N2N=C(N=CC21)N[C@H]2[C@@H](CN(CC2)S(=O)(=O)C)F)C(C)C(C)C)C#N 5-chloro-2-(((3R,4R)-3-fluoro-1-(methylsulfonyl)piperidin-4-yl)amino)-7-(3-methylbutan-2-yl)pyrrolo[2,1-f][1,2,4]triazine-6-carbonitrile